(2S)-2-(7-oxabicyclo[2.2.1]heptane-2-carboxamido)-9-(5,6,7,8-tetrahydro-1,8-naphthyridin-2-yl)nonanoic acid methyl ester COC([C@H](CCCCCCCC1=NC=2NCCCC2C=C1)NC(=O)C1C2CCC(C1)O2)=O